C1(=CC=C(C=C1)C1=NC=2N(C=C1)C=C(C2)C(=O)O)C2=CC=CC=C2 2-([1,1'-biphenyl]-4-yl)pyrrolo[1,2-a]pyrimidine-7-carboxylic acid